4-bromo-2-cyclopropylbenzaldehyde-d1 BrC1=C(C(=C(C=O)C=C1)C1CC1)[2H]